CC1=C(C2=C(N=N1)SC1=C2C=CN=C1NCC1=CC=C(C=C1)C(=O)N1CCOCC1)C [4-[[(3,4-dimethylpyrido[4',3':4,5]thieno[2,3-c]pyridazin-8-yl)amino]methyl]phenyl]-morpholino-methanone